(4-(6,7-dimethoxy-4-oxo-3,4-dihydro-phthalazin-1-yl)-3-(trifluoromethyl)benzyl)-N-methylsulfonamide hydrochloride Cl.COC=1C=C2C(NN=C(C2=CC1OC)C1=C(C=C(CS(=O)(=O)NC)C=C1)C(F)(F)F)=O